O=C1C=C(OC2=C3C(=CC=C12)C=CC=C3)C3=CC=[NH+]C=C3 4-(4-Oxo-4H-benzo[h]chromen-2-yl)-pyridinium